OC(CCC=C=CC[C@H]1CCC[C@@H]1C=CC(CCCCC)C)(O)O trihydroxy-15-methylprosta-4,5,13-trien